C(C)(C)(C)OC(=O)N1CC2(C1)CN(CC2)C2=CC=1N(C(=C2)C)N=C(C1N)CC 6-(3-amino-2-ethyl-7-methylpyrazolo[1,5-a]pyridin-5-yl)-2,6-diazaspiro[3.4]octane-2-carboxylic acid tert-butyl ester